diethyl 1,10-decanedioate C(CCCCCCCCC(=O)OCC)(=O)OCC